C1C[C@@H](N=C1)C(=O)[O-] The molecule is a 1-pyrroline-5-carboxylate resulting from the removal of the proton from the carboxy group of (R)-1-pyrroline-5-carboxylic acid. It is a conjugate base of a (R)-1-pyrroline-5-carboxylic acid. It is an enantiomer of a (S)-1-pyrroline-5-carboxylate.